O=C1NC(CCC1C=1C=CC(=NC1)C1CCN(CC1)C(=O)N1CCC(CC1)C(=O)OC(C)(C)C)=O tert-butyl 1-{4-[5-(2,6-dioxopiperidin-3-yl)pyridin-2-yl]piperidine-1-carbonyl}piperidine-4-carboxylate